FC1=C(C=CC=C1)NC(=O)N1CC(CCC1)C1=NC(=C2N1C=C(C=C2)C)C2=CC(=CC=C2)OC N-(2-fluorophenyl)-3-(1-(3-methoxyphenyl)-6-methylimidazo[1,5-a]pyridin-3-yl)piperidine-1-carboxamide